C(=O)O.ClC=1N=C(N2C1C(=CC(=C2)S(=O)(=O)NC2(CC2)C)N2CCNCC2)C=2SC(=NN2)C(F)F 1-chloro-3-(5-(difluoromethyl)-1,3,4-thiadiazol-2-yl)-N-(1-methylcyclopropyl)-8-(piperazin-1-yl)imidazo[1,5-a]pyridine-6-sulfonamide formate